ClC1=CC(=C(C=C1)C1=NC(=CC=2N=C(N(C(C21)=O)C)C)[C@H]2C[C@H](OCC2)C=2C=NC=CC2)F 5-(4-chloro-2-fluorophenyl)-2,3-dimethyl-7-((2S,4R)-2-(3-pyridinyl)tetrahydro-2H-pyran-4-yl)pyrido[4,3-d]pyrimidin-4(3H)-one